N1=CN=CC=C1N pyrimidin-6-amine